(S)-benzyl (3-hydroxy-1-oxo-1-((2,3,4-tris(benzyloxy)phenethyl)amino)propan-2-yl)carbamate OC[C@@H](C(NCCC1=C(C(=C(C=C1)OCC1=CC=CC=C1)OCC1=CC=CC=C1)OCC1=CC=CC=C1)=O)NC(OCC1=CC=CC=C1)=O